O1CCN(CC1)C=1C2=C(N=CN1)N(C(=C2)C2=CC=C(C=C2)NC(NC2=NC=CC(=C2)N2CC(C2)NC(OC(C)(C)C)=O)=O)COCC[Si](C)(C)C tert-butyl (1-(2-(3-(4-(4-morpholino-7-((2-(trimethylsilyl)ethoxy)methyl)-7H-pyrrolo[2,3-d]pyrimidin-6-yl)phenyl)ureido)pyridin-4-yl)azetidin-3-yl)carbamate